3-chloro-5-(2,6-difluorophenyl)-9-(1-methylpyrazol-4-yl)-6H-pyrazolo[1,5-a][1,3,5]benzotriazepine ClC=1C=NN2C1N=C(NC1=C2C=C(C=C1)C=1C=NN(C1)C)C1=C(C=CC=C1F)F